6-bromo-4-{4-[(4-fluorophenyl)[2-(prop-2-yn-1-yloxy)phenyl]methyl]piperazin-1-yl}-1-methyl-2-oxo-1,2-dihydro-1,5-naphthyridine-3-carbonitrile BrC=1N=C2C(=C(C(N(C2=CC1)C)=O)C#N)N1CCN(CC1)C(C1=C(C=CC=C1)OCC#C)C1=CC=C(C=C1)F